C(C1=CC=CC=C1)N1C=CC=2C(=NC(=CC21)CO)C=2N(C=CC2)CC2=CC=CC=C2 (1-benzyl-4-(1-benzyl-1H-pyrrol-2-yl)-1H-pyrrolo[3,2-c]pyridin-6-yl)methanol